(6R)-6-{[7-bromo-2-(1-methyl-1H-pyrazol-4-yl)[1,2,4]triazolo[1,5-c]quinazolin-5-yl]amino}-1λ6,4-thiazepane-1,1,5-trione BrC1=CC=CC=2C=3N(C(=NC12)N[C@@H]1C(NCCS(C1)(=O)=O)=O)N=C(N3)C=3C=NN(C3)C